CC(CC1=C(C=CC=C1)C1CCN(CC1)C)(C)NC1=NC(=NC=N1)N1CCOCC1 N-(2-methyl-1-(2-(1-methylpiperidin-4-yl)phenyl)propan-2-yl)-6-morpholino-1,3,5-triazin-2-amine